CC1=C(C=C(C2=C1CCO2)C(=O)N[C@H]2CCOC[C@@H]2O)CC2=CC=C(C=C2)C2=CN=NC(=C2)C 1,5-anhydro-2,3-dideoxy-3-[(4-methyl-5-{[4-(6-methylpyridazin-4-yl)phenyl]methyl}-2,3-dihydro-1-benzofuran-7-carbonyl)amino]-L-threo-pentitol